Cl.ClC1=C2N=CC=NC2=CC=C1C1=C(N=C(C=2N1N=CC2)N2CCC1(CC2)[C@@H](C2=C(N=C(S2)C)C1)N)C (6S)-1'-[7-(5-chloroquinoxalin-6-yl)-6-methyl-pyrazolo[1,5-a]pyrazin-4-yl]-2-methyl-spiro[4,6-dihydrocyclopenta[d]thiazole-5,4'-piperidine]-6-amine hydrochloride